CC1(CCOCC1)CNC(C(=O)O)CCCCCCCC1=NC=2NCCCC2C=C1 2-(((4-methyltetrahydro-2H-pyran-4-yl)methyl)amino)-9-(5,6,7,8-tetrahydro-1,8-naphthyridin-2-yl)nonanoic acid